FC=1C=C(C#N)C=C(C1)OC=1C=CC2=C(C(N(S2(=O)=O)C)O)C1C(F)F 3-fluoro-5-((3-hydroxy-2-methyl-1,1-dioxido-4-(difluoromethyl)-2,3-dihydrobenzo[d]isothiazol-5-yl)oxy)benzonitrile